(methoxyethoxy)ethyl methacrylate C(C(=C)C)(=O)OCCOCCOC